(1-(methylsulfonyl)-1,2,3,4-tetrahydropyridin-4-yl)methanol CS(=O)(=O)N1CCC(C=C1)CO